BrC=1C=CC=2C(=C3N(C4=CC=CC=C4C3=CC2)C2=CC=CC=C2)C1 2-bromo-11-phenyl-11H-benzo[a]carbazole